C(C)(C)(C)C=1C=C2NC=3C=CC(=CC3C(C2=CC1)(C)C)F 6-(tert-butyl)-2-fluoro-9,9-dimethyl-9,10-dihydroacridine